CSC=1N=CC2=C(N1)N(C(C=C2C#C[Si](C(C)C)(C(C)C)C(C)C)=O)C2CCC(CC2)N 2-(Methylsulfanyl)-8-[(1s,4s)-4-aminocyclohexyl]-5-[2-(triisopropylsilyl)ethynyl]pyrido[2,3-d]pyrimidin-7-one